2-(4-methoxyphenyl)-2-oxoacetic acid COC1=CC=C(C=C1)C(C(=O)O)=O